3-[(3-chloro-2-methoxyphenyl)amino]-2-(3-{[(2R)-1-[(2E)-4-(3-methoxyazetidin-1-yl)but-2-enoyl]azetidin-2-yl]methoxy}pyridin-4-yl)-1H,5H,6H,7H-pyrrolo[3,2-c]pyridin-4-one ClC=1C(=C(C=CC1)NC1=C(NC2=C1C(NCC2)=O)C2=C(C=NC=C2)OC[C@@H]2N(CC2)C(\C=C\CN2CC(C2)OC)=O)OC